N-[(2S)-4-{[(2R,4R)-6-chloro-4-hydroxy-3,4-dihydro-2H-1-benzopyran-2-carbonyl]amino}-2-hydroxybicyclo[2.2.2]octan-1-yl]-5-(difluoromethyl)pyrazine-2-carboxamide ClC=1C=CC2=C([C@@H](C[C@@H](O2)C(=O)NC23C[C@@H](C(CC2)(CC3)NC(=O)C3=NC=C(N=C3)C(F)F)O)O)C1